FC1(C[C@H]2C([C@H]2C1)NC(=O)C=1C=C(C2=C(C(CO2)(C2=CC=CC=C2)C)C1)C(=O)NC)F (+/-)-N5-((1R,5S,6r)-3,3-difluorobicyclo[3.1.0]hexan-6-yl)-N7,3-dimethyl-3-phenyl-2,3-dihydrobenzofuran-5,7-dicarboxamide